N1CC[C@H](CCC1)CNC1=NN(C(=C1)C1=CC(=C(C#N)C=C1)F)C1=CC=C(C=C1)N1CCS(CC1)(=O)=O (S)-4-(3-((azepan-4-ylmethyl)amino)-1-(4-(1,1-dioxidothiomorpholino)phenyl)-1H-pyrazol-5-yl)-2-fluorobenzonitrile